CC=1C=C(C=CC1O[C@H]1COCCC1)NC=1C2=C(N=CN1)C=NC(=C2)N2CCNCC2 N-{3-methyl-4-[(3R)-oxan-3-yloxy]phenyl}-6-(piperazin-1-yl)pyrido[3,4-d]pyrimidin-4-amine